ClC1=CC(=C(C=C1)C1=NC(=CC=2N=C(N(C(C21)=O)C)C)N2C[C@H](CCC2)C2=NC(=NO2)C)F (S)-5-(4-chloro-2-fluorophenyl)-2,3-dimethyl-7-(3-(3-methyl-1,2,4-oxadiazol-5-yl)piperidin-1-yl)pyrido[4,3-d]pyrimidin-4(3H)-one